6-Bromo-7-methoxyindoline-2,3-dione BrC1=CC=C2C(C(NC2=C1OC)=O)=O